(3S)-4-amino-3-methyl-N-((1-methyl-1H-1,2,4-triazol-3-yl)methyl)-N-((5-(trifluoromethyl)-2-pyridinyl)methyl)-1,3-dihydrofuro[3,4-c]quinoline-8-carboxamide NC1=NC=2C=CC(=CC2C2=C1[C@@H](OC2)C)C(=O)N(CC2=NC=C(C=C2)C(F)(F)F)CC2=NN(C=N2)C